C(CCC)[C@@]1(NS(C2=C(N(C1)C1=CC=CC=C1)C=C(C(=C2)O\C=C(\C(=O)O)/F)N(C)C)(=O)=O)CC (S)-(Z)-3-((3-butyl-7-(dimethylamino)-3-ethyl-1,1-dioxido-5-phenyl-2,3,4,5-tetrahydro-1,2,5-benzothiadiazepin-8-yl)oxy)-2-fluoroacrylic acid